2,4-DICHLORO-1H-INDOLE-3-CARBALDEHYDE ClC=1NC2=CC=CC(=C2C1C=O)Cl